2,2-bis(hexyloxymethyl)-1,3-bis(heptyloxymethyl)-1,3-bis(heptyloxy)propane C(CCCCC)OCC(C(OCCCCCCC)COCCCCCCC)(C(OCCCCCCC)COCCCCCCC)COCCCCCC